BrC1=CC(=C(C=C1)O)O 4-bromo-1,2-dihydroxybenzene